N1C=CC=2C1=NC=CC2NC=2C=C(C=CC2N2CCC(CC2)N(C)C)C#CC(C)(O)C=2SC=CN2 4-(3-((1H-pyrrolo[2,3-b]pyridin-4-yl)amino)-4-(4-(dimethylamino)piperidin-1-yl)phenyl)-2-(thiazol-2-yl)but-3-yn-2-ol